6-chloro-4-((3-methoxypyridin-2-yl)amino)nicotinonitrile ClC1=NC=C(C#N)C(=C1)NC1=NC=CC=C1OC